3,3-DIFLUORO-2-OXOINDOLINE FC1(C(NC2=CC=CC=C12)=O)F